S(=O)(=O)(O)O.N1=CNC2=C1C=CC=C2 benzimidazole sulfate salt